NC1=C(C=C(C=C1)O)C 4-amino-3-methyl-phenol